C(C)OC=1C=C(C=CC1OC)[C@@H](CS(=O)(=O)C)N1C(C2=CC=CC(=C2C1=O)[N+](=O)[O-])=O (S)-2-[1-(3-ethoxy-4-methoxyphenyl)-2-methylsulfonylethyl]-4-nitroisoindoline-1,3-dione